O=C1N(NC=C1)C1=CC=CC=C1 3-oxo-2-phenyl-1H-pyrazol